C(C1=CC=CC=C1)OC1=C(C=C2C=C(NC2=C1)C(=O)OCC)F ethyl 6-(benzyloxy)-5-fluoro-1H-indole-2-carboxylate